CSCSSC Methyl (Methylthio)Methyl Disulfide